ClC1=CC=C(C=C1)C1=NOC(=N1)C12CC(C1)(C2)N 3-[3-(4-chlorophenyl)-1,2,4-oxadiazol-5-yl]bicyclo[1.1.1]pentan-1-amine